BrC1=CC=C2C(=NN(C2=C1)C)CO (6-bromo-1-methyl-indazol-3-yl)methanol